ethyl-N-[(4-fluorophenyl)methyl]-6-methyl-4-[(1-methylcyclopropyl)amino]furo[2,3-d]pyrimidine-5-carboxamide C(C)C=1N=C(C2=C(N1)OC(=C2C(=O)NCC2=CC=C(C=C2)F)C)NC2(CC2)C